O[C@H]1[C@@H](O[C@@H](C1)CO)N1C2=NC=NC(=C2N=C1)NC(C1=CC=CC=C1)=O N-(9-((2R,3R,5S)-3-hydroxy-5-(hydroxymethyl)tetrahydrofuran-2-yl)-9H-purin-6-yl)benzamide